C(CCC(=O)O)(=O)O.N1=CN=C2NC=NC2=C1N1C[C@@H](CCC1)NC(C=C)=O (R)-N-(1-(9H-purin-6-yl)piperidin-3-yl)acrylamide succinate